N1N=CC(=C1)C#CC=1C=C(C(=NC1)COC1=CC=CC(=N1)C1=CC(=C(CC2=NC3=C(N2C[C@H]2OCC2)C=C(C=C3)C(=O)O)C=C1F)F)F (S)-2-(4-(6-((5-((1H-pyrazol-4-yl)ethynyl)-3-fluoropyridin-2-yl)methoxy)pyridin-2-yl)-2,5-difluorobenzyl)-1-(oxetan-2-ylmethyl)-1H-benzo[d]imidazole-6-carboxylic acid